CNC1CCC(CC1)NC=1C2=C(N=CN1)NC=C2C2CCOCC2 N1-methyl-N4-(5-tetrahydropyran-4-yl-7H-pyrrolo[2,3-d]pyrimidin-4-yl)cyclohexane-1,4-diamine